(R)-3-cyclopentyl-propionitrile C1(CCCC1)CCC#N